methyl ((1-((3-((2-((2H-tetrazol-5-yl)methoxy)-5-ethylphenyl)sulfonamido)-4-methoxybenzo[d]isoxazol-6-yl)methyl)-1H-pyrazol-4-yl)methyl)carbamate N=1NN=NC1COC1=C(C=C(C=C1)CC)S(=O)(=O)NC1=NOC2=C1C(=CC(=C2)CN2N=CC(=C2)CNC(OC)=O)OC